N-(2-((1r,4r)-4-formylcyclohexyl)-6-(2-hydroxypropan-2-yl)-2H-indazol-5-yl)pyrazine-2-carboxamide C(=O)C1CCC(CC1)N1N=C2C=C(C(=CC2=C1)NC(=O)C1=NC=CN=C1)C(C)(C)O